3-(5-{[(5-Chlorothiophen-2-yl)methyl]amino}-1-(2-methoxybenzoyl)-1H-pyrazol-3-yl)-3-methylpyrrolidin-2-on ClC1=CC=C(S1)CNC1=CC(=NN1C(C1=C(C=CC=C1)OC)=O)C1(C(NCC1)=O)C